2-[[3-[(4-Chlorophenyl)carbamoyl]-5,6-dihydro-4H-cyclopenta[b]thiophen-2-yl]carbamoyl]cyclohexane ClC1=CC=C(C=C1)NC(=O)C=1C2=C(SC1NC(=O)C1CCCCC1)CCC2